N-carbamyl-glutamic acid benzyl-N-[2,2-difluoro-3-[3-[3-(hydroxymethyl)phenyl]-1-tetrahydropyran-2-yl-indazol-5-yl]oxy-propyl]carbamate C(C1=CC=CC=C1)N(C(O)=O)CC(COC=1C=C2C(=NN(C2=CC1)C1OCCCC1)C1=CC(=CC=C1)CO)(F)F.C(N)(=O)N[C@@H](CCC(=O)O)C(=O)O